5-(4-chlorobenzyl)-1-hydroxymethyl-2,2-dimethylcyclopentane-1-ol ClC1=CC=C(CC2CCC(C2(O)CO)(C)C)C=C1